ClC=1C(=C(C(=CC1)C)O)C=C(F)F chloro-2-(2,2-difluorovinyl)-6-methylphenol